4-(2-(6-(benzo[d][1,3]dioxol-5-yl)-1,1-dioxido-1,2,6-thiadiazinan-2-yl)propanamido)adamantane-1-carboxamide O1COC2=C1C=CC(=C2)N2CCCN(S2(=O)=O)C(C(=O)NC2C1CC3(CC(CC2C3)C1)C(=O)N)C